(R)-N-(4-(7-((1-ethylpiperidin-3-yl)methoxy)-6-methoxyquinazolin-4-yl)phenyl)-2-(4-(trifluoromethyl)phenyl)acetamide C(C)N1C[C@@H](CCC1)COC1=C(C=C2C(=NC=NC2=C1)C1=CC=C(C=C1)NC(CC1=CC=C(C=C1)C(F)(F)F)=O)OC